1-propenyl-tin tri(n-propoxide) [O-]CCC.[O-]CCC.[O-]CCC.C(=CC)[Sn+3]